4-Aminobenzoic acid Hydroxide NC1=CC=C(C(=O)O)C=C1